(E)-3-(2-chloro-3,5-dimethoxyphenyl)-1-(1-(4-(dimethylamino)but-2-enoyl)piperidin-4-yl)-7-(phenylamino)-3,4-dihydropyrimido[4,5-d]pyrimidin-2(1H)-one ClC1=C(C=C(C=C1OC)OC)N1C(N(C2=NC(=NC=C2C1)NC1=CC=CC=C1)C1CCN(CC1)C(\C=C\CN(C)C)=O)=O